2,2'-(7,16,21,24-tetramethyl-1,4,7,10,13,16,21,24-octaazabicyclo[8.8.8]hexacosane-4,13-diyl)bis(ethan-1-ol) CN1CCN(CCN2CCN(CCN(CCN(CC1)CCN(CCN(CC2)C)C)CCO)C)CCO